ClCC(=O)N1CCC2(N(C(CS2)=O)CCC=2OC(=CC2)C2=CC=CC=C2)CC1 8-(2-chloroacetyl)-4-(2-(5-phenylfuran-2-yl)ethyl)-1-thia-4,8-diazaspiro[4.5]decan-3-one